FC(C1=C(C=CC=C1)N1N=CC(=C1)C(N)=S)(F)F 1-(2-(trifLuoromethyl)phenyl)-1H-pyrazole-4-carbothioamide